C1(=CC=CC=C1)C=1N=C(N=NC1C1=CC=CC=C1)C1=CC=C(C=C1)C=1N=NC(=C(N1)C1=CC=CC=C1)C1=CC=CC=C1 5,6,5',6'-tetraphenyl-3,3'-(1,4-phenylene)bis(1,2,4-triazine)